N-(5-(3-(9H-purin-6-yl)pyridin-2-ylamino)-2-fluorophenyl)-3,5-bis(trifluoromethyl)benzamid N1=CN=C2NC=NC2=C1C=1C(=NC=CC1)NC=1C=CC(=C(C1)NC(C1=CC(=CC(=C1)C(F)(F)F)C(F)(F)F)=O)F